FC1=C(C=CC=C1)C(N1CCN(CC1)C(=O)C=1C=NC=C(C1)C)C1=CC=CC=C1 1-[(2-fluorophenyl)(phenyl)methyl]-4-(5-methylpyridine-3-carbonyl)piperazine